δ-caprolactam C1(CCCC(C)N1)=O